C1(CCCCC1)C(C(=O)C1=CC=CC=C1)(OC)OC α-cyclohexyl-α,α-dimethoxyacetophenone